C(C)(C)(C)OC(=O)N1CC2(CC1)CCN(CC2)C=2C1=C(N=C(N2)C2=CC=NC=C2)C(=NC=C1)OC 8-(8-methoxy-2-(pyridin-4-yl)pyrido[3,4-d]pyrimidin-4-yl)-2,8-diazaspiro[4.5]decane-2-carboxylic acid tert-butyl ester